CC1[N+](CCC1)(CCOC)C methylmethyl-N-(2-methoxyethyl)-pyrrolidinium